CC=1C(=CC=2N(N1)C(=CN2)C2=CC=NC1=NC(=CC=C21)N2N=CC(=N2)C)C2=CC=C(CN1C3CCC(C1)CC3)C=C2 2-(4-(6-Methyl-3-(7-(4-methyl-2H-1,2,3-triazol-2-yl)-1,8-naphthyridin-4-yl)imidazo[1,2-b]pyridazin-7-yl)benzyl)-2-azabicyclo[2.2.2]octane